C1CCNC=2C=CC3=C(C12)C1=C(S3)CN=CC=N1 tetrahydro-8H-[1,4]diazepino[5',6':4,5]thieno[3,2-f]quinolin